ClC1=C(C=C(C=C1)F)C1=CC=C(N=N1)OCC1C[C@@H]2[C@@H](CN(C2)CC2CCCCC2)C1 (3aR,6aS)-5-[[6-(2-chloro-5-fluoro-phenyl)pyridazin-3-yl]oxymethyl]-2-(cyclohexylmethyl)-3,3a,4,5,6,6a-hexahydro-1H-cyclopenta[c]pyrrole